S(=O)(=O)(O)O.N[C@@H](CCCCN)C(=O)O mono-lysine sulphate